C(C1=CC=CC=C1)SC1=NN(C(=C1)CC1CC1)C 3-(benzylthio)-5-(cyclopropylmethyl)-1-methyl-1H-pyrazole